ClC1=CC(=C(C=C1)C=1N=CC(=NC1)N([C@H]1[C@H]([C@@H]2CC[C@H](C1)N2C(=O)[O-])F)C)OCOC (1S,2R,3R,5R)-3-([5-[4-chloro-2-(methoxymethoxy) phenyl] pyrazin-2-yl] (methyl) amino)-2-fluoro-8-azabicyclo[3.2.1]octane-8-carboxylate